ethyl-14-((tert-butyldiphenylsilyl) oxy)-3-nonyltetradec-2-enoate C(C)OC(C=C(CCCCCCCCCCCO[Si](C1=CC=CC=C1)(C1=CC=CC=C1)C(C)(C)C)CCCCCCCCC)=O